NC1=NC(=C(C(=C1C#N)C1=C(C(=CC=C1)Br)F)C#N)N1CCCCC1 2-Amino-4-(3-bromo-2-fluorophenyl)-6-(piperidin-1-yl)pyridine-3,5-dinitrile